(3aR,4R,6aR)-4-(4-aminopyrrolo[2,1-f][1,2,4]triazin-7-yl)-6-(hydroxymethyl)-2,2-dimethyltetrahydrofurano[3,4-d][1,3]dioxole-4-carbonitrile NC1=NC=NN2C1=CC=C2[C@@]2(OC([C@H]1OC(O[C@H]12)(C)C)CO)C#N